ethyl 2-{1-[({1-methyl-4-[1-methyl-4-(3-{[1-methyl-4-(1-methylimidazole-2-amido)pyrrol-2-yl]formamido}propanamido)imidazole-2-amido]pyrrol-2-yl}formamido)methyl]cyclopropyl}acetate CN1C(=CC(=C1)NC(=O)C=1N(C=C(N1)NC(CCNC(=O)C=1N(C=C(C1)NC(=O)C=1N(C=CN1)C)C)=O)C)C(=O)NCC1(CC1)CC(=O)OCC